6-[(1-methylcyclopropyl)methoxyl-3-pyridyl]pyridine-3-carboxamide CC1(CC1)COC1=NC=CC=C1C1=CC=C(C=N1)C(=O)N